4-[1-(3,4-difluorophenyl)-4-hydroxy-2-isopropyl-indol-3-yl]benzoic acid FC=1C=C(C=CC1F)N1C(=C(C2=C(C=CC=C12)O)C1=CC=C(C(=O)O)C=C1)C(C)C